4-fluoro-3-[cis-3-hydroxycyclobutoxy]-2,3-dihydro-1H-isoindol-1-one FC1=C2C(NC(C2=CC=C1)=O)O[C@@H]1C[C@@H](C1)O